2-(4-Chloro-phenyl)-N-(2-isopropylsulfanyl-4-oxo-4H-quinazolin-3-yl)-butyramide ClC1=CC=C(C=C1)C(C(=O)NN1C(=NC2=CC=CC=C2C1=O)SC(C)C)CC